OC(COC=1N=CC(=NC1C)C1=CNC2=C(C=CC=C12)C#N)(C)C 3-[5-(2-hydroxy-2-methylpropoxy)-6-methylpyrazin-2-yl]-1H-indole-7-carbonitrile